O=C1N(C(CC1)=O)OC(CCC(SC1=NC=CC=C1)C1CCCC1)=O 4-cyclopentyl-4-(pyridin-2-ylthio)butanoic acid 2,5-dioxopyrrolidin-1-yl ester